methyl 5-((4-(chlorodifluoromethoxy) phenyl) carbamoyl)-1-isopropyl-1H-benzo[d]imidazole-7-carboxylate ClC(OC1=CC=C(C=C1)NC(=O)C1=CC2=C(N(C=N2)C(C)C)C(=C1)C(=O)OC)(F)F